FC(CNC(=O)C=1SC(=C(N1)C)C(=O)NC[C@H](C(N[C@H]1C2=C(CN3N(C1=O)CCC3)C=CC=C2)=O)C)F N2-(2,2-Difluoroethyl)-4-methyl-N5-((R)-2-methyl-3-oxo-3-(((S)-11-oxo-2,3,10,11-tetrahydro-1H,5H-benzo[d]pyrazolo[1,2-a][1,2]diazepin-10-yl)amino)propyl)thiazol-2,5-dicarboxamid